C1(=CC=CC=C1)C=1N=CN(C1C1=CC=CC=C1)C1=NC(C(C2=CC=CC=C12)(F)F)(C)C 1-(4,5-Diphenylimidazol-1-yl)-4,4-diFluoro-3,3-dimethyl-isoquinoline